2-[(4-amino-6-chloropyridazin-3-yl)amino]-N,N-dimethylacetamide NC1=C(N=NC(=C1)Cl)NCC(=O)N(C)C